C(#N)C=1C=C(C=CC1)NC(C(C)N1N=CC(=C1)C=1C2=C(N=CN1)NC=C2)=O N-(3-cyanophenyl)-2-[4-(7H-pyrrolo[2,3-d]pyrimidin-4-yl)-1H-pyrazol-1-yl]propanamide